FC1=C(C(=CC(=C1)O[C@H]1CNCC1)F)[C@H]1N([C@@H](CC2=C3C(=CC=C12)NC(O3)=O)C)CC(F)(F)F (6S,8R)-6-[2,6-difluoro-4-(((R)-pyrrolidin-3-yl)oxy)phenyl]-8-methyl-7-(2,2,2-trifluoroethyl)-6,7,8,9-tetrahydrooxazolo[5,4-f]isoquinolin-2(3H)-one